N1N=C(C=C1)C=1C=CC=C(C1)O 5-(1H-pyrazol-3-yl)phenol